ClC=1C=CC2=C([C@@H](C[C@@H](O2)C(=O)NC23CC(C2)(C3)N3N=CC(=C3)C(=O)N3C[C@H](CC3)COC(F)(F)F)O)C1 (2R,4R)-6-chloro-4-hydroxy-N-[3-(4-{(3S)-3-[(trifluoromethoxy)methyl]pyrrolidine-1-carbonyl}-1H-pyrazol-1-yl)bicyclo[1.1.1]pentan-1-yl]-3,4-dihydro-2H-1-benzopyran-2-carboxamide